C(C)OC(=O)C1=C(SC(=C1C(=O)OCC)N=CC=1SC(=CC1)[N+](=O)[O-])C([C@@H](N)CC1=CC=CC=C1)=O 2-phenylalanyl-5-(5-nitrothiophen-2-yl)methyleneaminothiophene-3,4-dicarboxylic acid diethyl ester